[2-14C]deoxyglucose O=C[14CH2][C@@H](O)[C@H](O)[C@H](O)CO